COC(C1=CC=C(C=C1)CN1C(NC2=C1C=CC=C2)=O)=O 4-((2-oxo-2,3-dihydro-1H-benzo[d]imidazol-1-yl)methyl)benzoic acid methyl ester